The molecule is a 17-oxo steroid that is androsta-1,4-diene-3,17-dione in which the hydrogens at position 6 are replaced by a double bond to a methylene group. A selective inhibitor of the aromatase (oestrogen synthase) system, it is used in the treatment of advanced breast cancer. It has a role as an EC 1.14.14.14 (aromatase) inhibitor, an antineoplastic agent, an environmental contaminant and a xenobiotic. It is a 17-oxo steroid and a 3-oxo-Delta(1),Delta(4)-steroid. It derives from a hydride of an androstane. C[C@]12CC[C@H]3[C@H]([C@@H]1CCC2=O)CC(=C)C4=CC(=O)C=C[C@]34C